1-cyclopropyl-7-(1-((2,4-diaminopyrimidin-5-yl)methyl)indolin-5-yl)-6,8-difluoro-4-oxo-1,4-dihydroquinoline-3-carboxylic acid compound with 2,3-dihydroxysuccinic acid OC(C(=O)O)C(C(=O)O)O.C1(CC1)N1C=C(C(C2=CC(=C(C(=C12)F)C=1C=C2CCN(C2=CC1)CC=1C(=NC(=NC1)N)N)F)=O)C(=O)O